ClC=1C=C(C=CC1)N1N=C(C=C1)OC(C)N 1-(3-chlorophenyl-1H-pyrazol-3-yloxy)ethylamine